NC1=CC(=C(C(=C1)F)S(=O)(=O)NC=1N=CSC1)F 4-amino-2,6-difluoro-N-(thiazol-4-yl)benzenesulfonamide